(1-((S)-2H-tetrazol-5-yl)ethoxy)propan N=1NN=NC1C(C)OCCC